N-(3,4-difluorobenzyl)-4-(2,4-difluorophenoxy)-3-(6-methyl-7-oxo-6,7-dihydro-1H-pyrrolo[2,3-c]pyridin-4-yl)benzamide FC=1C=C(CNC(C2=CC(=C(C=C2)OC2=C(C=C(C=C2)F)F)C=2C3=C(C(N(C2)C)=O)NC=C3)=O)C=CC1F